C(#N)C(C(=O)[O-])(C)C 2-cyano-2-methyl-propanoate